The molecule is an ammonium salt resulting from the formal reaction of equimolar amounts of glufosinate-P and ammonia. A glutamine synthetase inhibitor, used as a herbicide to control annual weeds and grasses. It has a role as an agrochemical, an EC 6.3.1.2 (glutamate--ammonia ligase) inhibitor and a herbicide. It contains a glufosinate-P zwitterion(1-). CP(=O)(CC[C@@H](C(=O)[O-])[NH3+])[O-].[NH4+]